(4-hydroxyphenyl)-3-azabicyclo[3.1.1]heptane-2,4-dione OC1=CC=C(C=C1)C12C(NC(C(C1)C2)=O)=O